2-(6-amino-9H-purin-9-yl)ethyl prop-2-yn-1-ylcarbamate C(C#C)NC(OCCN1C2=NC=NC(=C2N=C1)N)=O